S(N)(=O)(=O)C1=CC=C(C=C1)[C@@H]1CC[C@H](CC1)OC=1N=NNC1C(=O)O 4-(((trans)-4-(4-sulfamoylphenyl)cyclohexyl)oxy)-1H-1,2,3-triazole-5-carboxylic acid